2,6-dichloro-4-(2-(4-methyl-4H-1,2,4-triazol-3-yl)phenyl)pyridine ClC1=NC(=CC(=C1)C1=C(C=CC=C1)C1=NN=CN1C)Cl